NC1C(C2CCC1CC2)C(=O)OC (+/-)-trans-methyl 3-aminobicyclo[2.2.2]octane-2-carboxylate